C(C=CC=CC(=O)N)(=O)N 2,4-hexadienediamide